1-(4-aminophenyl)guanidine NC1=CC=C(C=C1)NC(=N)N